ethyl 4-(ethylthio)-1-methyl-3-(7-(trifluoromethyl)imidazo[1,2-c]pyrimidin-2-yl)-1H-pyrazol-5-carboxylate C(C)SC=1C(=NN(C1C(=O)OCC)C)C=1N=C2N(C=NC(=C2)C(F)(F)F)C1